1,5-diazabicyclo[4.3.0]non-5-ene ethoxyacetate C(C)OCC(=O)O.N12CCCN=C2CCC1